1-(5-(2,4-difluorophenyl)-1-((3-(5-methoxypyridin-3-yl)phenyl)sulfonyl)-1H-pyrrol-3-yl)-N-methylmethylamine trifluoroacetate salt FC(C(=O)O)(F)F.FC1=C(C=CC(=C1)F)C1=CC(=CN1S(=O)(=O)C1=CC(=CC=C1)C=1C=NC=C(C1)OC)CNC